NC1=NC(=C2N=CN(C2=N1)CC(=O)NC1=CC(=NN1CC)C)N1C[C@H](CC1)O (S)-2-(2-amino-6-(3-hydroxypyrrolidin-1-yl)-9H-purin-9-yl)-N-(1-ethyl-3-methyl-1H-pyrazol-5-yl)acetamide